C(C=C)SSSC Methyl 2-propenyl trisulphide